OC(CC=C(C(=O)OCCN(CCO)C1CCCCC1)C)CO 2,2'-(cyclohexylimino)diethanol 2,3-Dihydroxypropylmethacrylat